1-(oxetan-2-ylmethyl)-1H-benzo[d]imidazole-5-carboxylic acid O1C(CC1)CN1C=NC2=C1C=CC(=C2)C(=O)O